CN(C(=O)C1=CC(=NN1C)NC1=CC(=C(N=N1)C(=O)NC([2H])([2H])[2H])NC1=C(C(=CC=C1)C1=NC=C(C=N1)F)OC)C 6-((5-(dimethylcarbamoyl)-1-methyl-1H-pyrazol-3-yl)amino)-4-((3-(5-fluoropyrimidin-2-yl)-2-methoxyphenyl)amino)-N-(methyl-d3)pyridazine-3-carboxamide